ClC1=NC=C(C(=N1)C=1C=C(C2=C(N(C(=N2)[C@H](C)O)C(C)C)C1)F)Cl (1S)-1-[6-(2,5-dichloropyrimidin-4-yl)-4-fluoro-1-(propan-2-yl)-1H-benzimidazol-2-yl]ethan-1-ol